COC(=O)C1=C(C2CCC(C1)O2)N 2-amino-8-oxabicyclo[3.2.1]Oct-2-ene-3-carboxylic acid methyl ester